C(C)(C)(C)OC(NCC1=CC=CC=2N1C=CN2)=O (imidazo[1,2-a]pyridin-5-ylmethyl)carbamic acid tert-butyl ester